CN1[C@](CCC1)(C)/C=C/S(=O)(=O)[N-]C(NC1=C2CCCC2=CC=2CCCC12)=O.[Na+] sodium (S,E)-((2-(1,2-dimethylpyrrolidin-2-yl)vinyl)sulfonyl)((1,2,3,5,6,7-hexahydro-s-indacen-4-yl)carbamoyl)amide